[C@H](C)(CC)NC=1N=CC2=C(N1)NC=C2C2=CC=1N(C=C2)N=CC1C(=O)NC1CC(C1)(F)F (S)-5-(2-(sec-butylamino)-7H-pyrrolo[2,3-d]pyrimidin-5-yl)-N-(3,3-difluorocyclobutyl)pyrazolo[1,5-a]pyridine-3-carboxamide